C1(CC1)C1=C(C=C(C(=O)O)C=C1)S(NC1=C(C=CC(=C1)S(=O)(=O)C)C1NCCCC1)(=O)=O 4-cyclopropyl-3-(N-(5-(methylsulfonyl)-2-(piperidin-2-yl)phenyl)sulfamoyl)benzoic acid